FC(C(C)C1=CC(=NC=C1)C(=O)O)F 4-(1,1-difluoroprop-2-yl)picolinic acid